di-methoxyethane COC(C)OC